NC=1C=2N(C3=CC(=CC=C3N1)C(=O)N(C1CCC3=CC(=CC=C13)C(F)(F)F)CC)C=CC2 4-amino-N-ethyl-N-(5-(trifluoromethyl)-2,3-dihydro-1H-inden-1-yl)pyrrolo[1,2-a]quinoxaline-8-carboxamide